3-((2-chloro-6-methoxyphenyl)amino)-4-((4-(5-(chlorodifluoromethyl)-1,2,4-oxadiazol-3-yl)benzyl)amino)cyclobut-3-ene-1,2-dione ClC1=C(C(=CC=C1)OC)NC=1C(C(C1NCC1=CC=C(C=C1)C1=NOC(=N1)C(F)(F)Cl)=O)=O